4-(3-cyano-6-methoxy-1-methyl-2-oxo-1,2-dihydro-1,5-naphthyridin-4-yl)piperazine-1-carboxylic acid tert-butyl ester C(C)(C)(C)OC(=O)N1CCN(CC1)C1=C(C(N(C2=CC=C(N=C12)OC)C)=O)C#N